6-[1-(2,2-difluoroethyl)-3-methyl-1H-pyrazolo[3,4-d]pyrimidin-6-yl]-2-[2-(trifluoromethyl)pyrimidin-5-yl]-2,6-diazaspiro[3.4]octane FC(CN1N=C(C=2C1=NC(=NC2)N2CC1(CN(C1)C=1C=NC(=NC1)C(F)(F)F)CC2)C)F